methyl 6-((tert-butoxycarbonyl)amino)-2-fluoro-3-(trifluoromethyl)benzoate C(C)(C)(C)OC(=O)NC1=CC=C(C(=C1C(=O)OC)F)C(F)(F)F